2-chloro-9-(4-oxaadamantan-1-yl)-7,9-dihydro-8H-purin-8-one ClC1=NC=C2NC(N(C2=N1)C12CC3OC(CC(C1)C3)C2)=O